6-bromo-9-ethyl-1-methyl-8-(1-pyridin-3-ylmethyl-1H-pyrazol-4-yl)-9H-pyrido[3,4-b]indole BrC=1C=C2C3=C(N(C2=C(C1)C=1C=NN(C1)CC=1C=NC=CC1)CC)C(=NC=C3)C